2-{4-[(1,4-dimethyl-1,4-diazepan-6-yl)amino]pyrido[3,4-d]pyridazin-1-yl}-5-(trifluoromethyl)phenol CN1CCN(CC(C1)NC=1N=NC(=C2C1C=NC=C2)C2=C(C=C(C=C2)C(F)(F)F)O)C